CC(CC(=O)N1CCC2(C(C2)CNC(=O)C2=CC=3C=NC=CC3N2)CC1)C N-[[6-(3-methylbutanoyl)-6-azaspiro[2.5]octan-2-yl]methyl]-1H-pyrrolo[3,2-c]pyridine-2-carboxamide